C(CC1=CC=CC=C1)C1(CCN(CC1)CC1=CC2=C(NC(OC2)=O)C=C1)C1=NC=CC=C1 6-((4-phenethyl-4-(pyridin-2-yl)piperidin-1-yl)methyl)-1H-benzo[d][1,3]oxazin-2(4H)-one